ClC=1C(=C(C=CC1)C1(CC1)CN1[C@@H](CC(CC1)(C(=O)O)CC1=NC(=CC=C1F)NC1=NNC(=C1)C)C)F (2R)-1-((1-(3-chloro-2-fluoro-phenyl)cyclopropyl)methyl)-4-((3-fluoro-6-((5-methyl-1H-pyrazol-3-yl)amino)pyridin-2-yl)methyl)-2-methylpiperidine-4-carboxylic acid